OCC1CCC(CC1)N1N=C2C=CC(=CC2=C1)NC(=O)C1=NC(=CC=C1)C(F)(F)F N-[2-[4-(hydroxymethyl)cyclohexyl]indazol-5-yl]-6-(trifluoromethyl)pyridine-2-carboxamide